methyl-6-(2-methylimidazo[2,1-b][1,3,4]thiadiazol-6-yl)-N-(2,2,6,6-tetramethylpiperidin-4-yl)[1,3]thiazolo[4,5-c]pyridin-2-amine hydrochloride Cl.CC1=NC(=CC2=C1N=C(S2)NC2CC(NC(C2)(C)C)(C)C)C=2N=C1SC(=NN1C2)C